C(C)(C)(C)OC(NCCNC1CC(CCC1)N)=O (2-((3-Aminocyclohexyl)amino)ethyl)carbamic acid tert-butyl ester